O=C1CC2(CC2)CC2=C1C(=C(O2)C(=O)OCC)C(F)(F)F ethyl 4-oxo-3-(trifluoromethyl)-4,7-dihydro-5H-spiro[[1]benzofuran-6,1'-cyclopropane]-2-carboxylate